C1(CC(C(CC1)C(C)C)OC(CC)O)C menthoxypropane-1-ol